tert-butyl 4-((5-chloro-4-(1-((2-(trimethylsilyl)ethoxy)methyl)-1H-pyrazolo[4,3-c]pyridin-3-yl)pyridin-2-yl)amino)piperidine-1-carboxylate ClC=1C(=CC(=NC1)NC1CCN(CC1)C(=O)OC(C)(C)C)C1=NN(C2=C1C=NC=C2)COCC[Si](C)(C)C